dimethyl-methanamide CN(C=O)C